(R)-5-((3-(dimethylamino)-1,1-difluoropropan-2-yl)oxy)-N-(5-fluoroquinolin-6-yl)-7-(1-methyl-1H-pyrazol-4-yl)quinazolin-4-amine CN(C[C@H](C(F)F)OC1=C2C(=NC=NC2=CC(=C1)C=1C=NN(C1)C)NC=1C(=C2C=CC=NC2=CC1)F)C